1-(4-allyloxy-5-methoxy-2-nitrophenyl)ethanone Ethyl-2-(5-bromopyridin-2-yl)-2,2-difluoroacetate C(C)OC(C(F)(F)C1=NC=C(C=C1)Br)=O.C(C=C)OC1=CC(=C(C=C1OC)C(C)=O)[N+](=O)[O-]